N-((2,3-dihydrobenzofuran-7-yl)methyl)-2-((4'S)-4'-(pyridin-2-yl)tetrahydrospiro[bicyclo[3.1.0]hexane-3,2'-pyran]-4'-yl)ethylamine O1CCC2=C1C(=CC=C2)CNCC[C@]2(CC1(OCC2)CC2CC2C1)C1=NC=CC=C1